Cl.Cl.N1CC(C1)C=1C(=C(C=C(C1F)Cl)C(C)N1N=C(C=2C1=NC=NC2N)C(F)F)OCC 1-[1-(3-Azetidin-3-yl-5-chloro-2-ethoxy-4-fluorophenyl)ethyl]-3-(difluoromethyl)-1H-pyrazolo[3,4-d]pyrimidin-4-amine Dihydrochloride